C(CCCCCCCCCCCCCCC)OC(C1=CC=CC=C1)=O.OC=1C=C(C(=O)O)C=CC1O 3,4-dihydroxybenzoic acid Hexadecyl-benzoate